N-(5-bromo-4-fluoro-2-nitrophenyl)benzo[d][1,3]dioxol-5-amine BrC=1C(=CC(=C(C1)NC1=CC2=C(OCO2)C=C1)[N+](=O)[O-])F